4-[[4-(diheptylamino)-4-oxo-butyl]amino]-N,N-diheptyl-butyramide C(CCCCCC)N(C(CCCNCCCC(=O)N(CCCCCCC)CCCCCCC)=O)CCCCCCC